ClC1=C(C=CC=C1)C=1N=C(SC1)N\N=C\C1=C(C(=O)O)C=CC=C1 (E)-2-((2-(4-(2-chlorophenyl)thiazol-2-yl)hydrazono)methyl)benzoic acid